N-(2-((4-fluorophenyl)selanyl)-6-methylphenethyl)picolinamide FC1=CC=C(C=C1)[Se]C1=C(CCNC(C2=NC=CC=C2)=O)C(=CC=C1)C